ClC1=C(C(=O)OC)C=CC=C1N1CC(NCC1)=O methyl 2-chloro-3-(3-oxopiperazin-1-yl)benzoate